C(C)[C@H]1N(C[C@@H](N(C1)C1=CC(N(C=2C=CC(=NC12)C#N)C)=O)C)C(C1=CC=C(C=C1)OC(F)(F)F)C1=NC=CC=C1 8-[(2S,5R)-5-ethyl-2-methyl-4-[(pyridin-2-yl)[4-(trifluoromethoxy)phenyl]methyl]piperazin-1-yl]-5-methyl-6-oxo-5,6-dihydro-1,5-naphthyridine-2-carbonitrile